C1(CC1)C1=C(C(=NO1)C1=C(C=CC=C1Cl)Cl)CO[C@H]1[C@@H]2CN([C@H](C1)C2)C2=CC=C(C(=O)NCCS(=O)(=O)C)C=C2 4-[(1S,4S,5R)-5-[[5-cyclopropyl-3-(2,6-dichlorophenyl)-1,2-oxazol-4-yl]methoxy]-2-azabicyclo[2.2.1]heptan-2-yl]-N-(2-methanesulfonylethyl)benzamide